C1(CC1)C1=NC=NC(=C1C1=NC(=CC(=N1)C(C)O)OCC=1C=NC(=C(C1)F)C=1N(C=C(N1)C(F)(F)F)C1CC1)OC 1-[2-(4-cyclopropyl-6-methoxy-pyrimidin-5-yl)-6-[[6-[1-cyclopropyl-4-(trifluoromethyl)imidazol-2-yl]-5-fluoro-3-pyridyl]methoxy]pyrimidin-4-yl]ethanol